ClC(=O)C1C2CC(C(C1)C2)C(=O)Cl 2,5-bischloroformyl-bicyclo[2.2.1]heptane